5-(tert-butylsulfanyl)-1-methylindolin-2-one C(C)(C)(C)SC=1C=C2CC(N(C2=CC1)C)=O